4,4'-cyclohexylidenebis[N,N-di(4-tolyl)aniline] C1(CCCCC1)(C1=CC=C(N(C2=CC=C(C=C2)C)C2=CC=C(C=C2)C)C=C1)C1=CC=C(N(C2=CC=C(C=C2)C)C2=CC=C(C=C2)C)C=C1